[Na+].NC1=C(C=CC=C1)[C@@H]1[C@@H](OC(O1)(C)C)CS(=O)(=O)[NH-] (((4R,5R)-5-(2-aminophenyl)-2,2-dimethyl-1,3-dioxolan-4-yl)methylsulfonyl)amide sodium